(1r,2'S,4S)-4-(3-chloroanilino)-2'-{(2R)-3-[(furo[2,3-b]pyridin-4-yl)oxy]-2-methylpropyl}-2',3'-dihydrospiro[cyclohexane-1,1'-indene]-4-carboxylic acid ClC=1C=C(NC2(CCC3([C@H](CC4=CC=CC=C34)C[C@H](COC3=C4C(=NC=C3)OC=C4)C)CC2)C(=O)O)C=CC1